(6-methoxy-1-tetrahydropyran-2-yl-indazol-3-yl)-trimethyl-stannane COC1=CC=C2C(=NN(C2=C1)C1OCCCC1)[Sn](C)(C)C